methyl (1R,3R,4S,5R)-3-{[(2E)-3-(3,4-dihydroxyphenyl)prop-2-enoyl]oxy}-1,5-dihydroxy-4-{[(2E)-3-(3-hydroxy-4-methoxyphenyl)prop-2-enoyl]oxy}cyclohexane-1-carboxylate OC=1C=C(C=CC1O)/C=C/C(=O)O[C@@H]1C[C@](C[C@H]([C@@H]1OC(\C=C\C1=CC(=C(C=C1)OC)O)=O)O)(C(=O)OC)O